NC=1NC(=C(N1)C1=CC(=NC=C1)C)C1=CC=C(C(=O)N(C)C)C=C1 4-(2-Amino-4-(2-methylpyridin-4-yl)-1H-imidazol-5-yl)-N,N-dimethylbenzamide